OC[C@H]1N(CC[C@@H]1C(N(C)[C@H](C(=O)OC)C(C)C)=O)C(=O)OC(C)(C)C tert-butyl (2S,3S)-2-(hydroxymethyl)-3-(((S)-1-methoxy-3-methyl-1-oxobutan-2-yl)(methyl)carbamoyl)pyrrolidine-1-carboxylate